2-(2-methyl-1,3-benzoxazol-6-yl)-7-(1-methylpiperidin-4-yl)-4H-pyrimido[1,2-b]pyridazin CC=1OC2=C(N1)C=CC(=C2)C=2N=C1N(N=C(C=C1)C1CCN(CC1)C)CC2